N-((1R,2R,4S)-7-cyano-7-azabicyclo[2.2.1]heptan-2-yl)-3-ethoxy-4-(1-methyl-1H-pyrazol-4-yl)benzamide C(#N)N1[C@H]2[C@@H](C[C@@H]1CC2)NC(C2=CC(=C(C=C2)C=2C=NN(C2)C)OCC)=O